BrC1=C(C=CC=C1)[C@@H]1CN(CCN1)C1=CC(=NC(=N1)NC)NC (R)-6-(3-(2-bromophenyl)piperazin-1-yl)-N2,N4-dimethylpyrimidine-2,4-diamine